3-fluoro-2-({4-oxo-3-[4-(piperazin-1-yl)phenyl]quinazolin-6-yl}oxy)benzonitrile FC=1C(=C(C#N)C=CC1)OC=1C=C2C(N(C=NC2=CC1)C1=CC=C(C=C1)N1CCNCC1)=O